(1S,1aS,6aR)-4-[(3-{2,4-dimethyl-6-[3-(methylsulfonyl)propoxy]pyridin-3-yl}benzyl)oxy]-1,1a,6,6a-tetrahydrocyclopropa[a]indene-1-carboxylic acid CC1=NC(=CC(=C1C=1C=C(COC2=CC=3C[C@@H]4[C@H](C3C=C2)[C@H]4C(=O)O)C=CC1)C)OCCCS(=O)(=O)C